(2E,4E)-5-(1,1'-biphenyl-4-yl)-penta-2,4-diene C1(=CC=C(C=C1)/C=C/C=C/C)C1=CC=CC=C1